2-((6-((R)-3-(aminomethyl)-3-fluoropyrrolidin-1-yl)-3,5-dicyano-4-ethylpyridin-2-yl)thio)-2-phenylacetamide NC[C@]1(CN(CC1)C1=C(C(=C(C(=N1)SC(C(=O)N)C1=CC=CC=C1)C#N)CC)C#N)F